C[C@H]1CN(CCN1C)C1=NC=CC(=C1)OC1=CC(=C(C=C1)NC1=NC=NC2=CC(=C(C=C12)NC1CCN(CC1)C(C=C)=O)OC)F (S)-1-(4-((4-((4-((2-(3,4-dimethylpiperazin-1-yl)pyridin-4-yl)oxy)-2-fluorophenyl)amino)-7-methoxyquinazolin-6-yl)amino)piperidin-1-yl)prop-2-en-1-one